Pentyl-Ammonium Iodide [I-].C(CCCC)[NH3+]